NC=1N=NC(=CC1C1=CC=C(C=C1)N1CCN(CC1)CC(=O)O)C=1C(=NC=CC1)OC 2-(4-(4-(3-amino-6-(2-methoxypyridin-3-yl)pyridazin-4-yl)phenyl)piperazin-1-yl)acetic acid